2-methyl-1-butanethiol CC(CS)CC